N-[(1S)-3-cyano-1,5,5-trimethyl-4-oxocyclohex-2-en-1-yl]-3-fluoro-N-methyl-5-(thiophen-3-yl)benzamide C(#N)C1=C[C@@](CC(C1=O)(C)C)(C)N(C(C1=CC(=CC(=C1)C1=CSC=C1)F)=O)C